8-chloro-2-{1-[(1S)-1-(3,3-difluorocyclobutyl)ethyl]-1H-pyrazol-4-yl}-7-[(7-fluoro-2-methyl-1H-1,3-benzodiazol-6-yl)oxy]quinoxaline ClC=1C(=CC=C2N=CC(=NC12)C=1C=NN(C1)[C@@H](C)C1CC(C1)(F)F)OC=1C=CC2=C(NC(=N2)C)C1F